OC1=C(C=C(C=C1)NOC(C(=C)C)=O)N1N=C2C(=N1)C=CC(=C2)OC 2-(2'-hydroxy-5-methacryloxyaminophenyl)-5-methoxybenzotriazole